Cl.CC1CC(C1)N (1s,3r)-3-methylcyclobutane-1-amine hydrochloride